C(=O)O.ClC=1C(=CC(=C(C1)S(=O)(=O)NC1=NC=NC=C1)F)N[C@@H]1[C@H](CN(CC1)C1=NC=CC(=C1)C(F)(F)F)N(C)C 5-Chloro-4-(((3S,4S)-3-(dimethylamino)-1-(4-(trifluoromethyl)pyridin-2-yl)piperidin-4-yl)amino)-2-fluoro-N-(pyrimidin-4-yl)benzenesulfonamide Formate